N-hexylpyridinium acetate C(C)(=O)[O-].C(CCCCC)[N+]1=CC=CC=C1